N-methylpropylamide Zinc [Zn+2].C[N-]CCC.C[N-]CCC